BrC=1C2(C3=CC=C(C(=C3C1)Cl)F)CCC1(CC2)OCCO1 bromo-4''-chloro-5''-fluorodispiro[[1,3]dioxolane-2,1'-cyclohexane-4',1''-indene]